FC(OC1=CC=CC=2C(N([C@H]3C=4N([C@@H](C21)C3)C3=C(N4)C=CC(=C3)C3=NC(=C(C(=C3)F)P(=O)(C)C)C)C([2H])([2H])[2H])=O)F (7R,14R)-1-(difluoromethoxy)-11-(5-(dimethylphosphoryl)-4-fluoro-6-methylpyridin-2-yl)-6-(methyl-d3)-6,7-dihydro-7,14-methanobenzo[f]benzo[4,5]imidazo[1,2-a][1,4]diazocin-5(14H)-one